C(C)OC=1C=C(C=CC1)[C@@H](C)NC(=O)C1=NN(C(C=C1)=O)C1=CC=CC=C1 (R)-N-(1-(3-ethoxyphenyl)ethyl)-6-oxo-1-phenyl-1,6-dihydropyridazine-3-carboxamide